COC(C(=C(C(C(F)(F)F)(F)F)F)F)(C(C(F)(F)F)(F)F)F 5-methoxyperfluoro-3-heptene